NC1=NC=2C=C(C(=CC2C2=C1COC2)C(=O)N(CC=2N=NC(=CC2)C(F)(F)F)C(C)C)Cl 4-amino-7-chloro-N-(2-propanyl)-N-((6-(trifluoromethyl)-3-pyridazinyl)methyl)-1,3-dihydrofuro[3,4-c]quinoline-8-carboxamide